4',5'-diphenyl-1,1':2',1''-terphenyl C1(=CC=CC=C1)C=1C=C(C(=CC1C1=CC=CC=C1)C1=CC=CC=C1)C1=CC=CC=C1